C(C)(C)(C)OC1CN(C1)C(=O)NC1CCCCC2=C1C=CC(=C2)C2=NC(=NC=C2)NC=2C=NN(C2)C 3-(tert-butoxy)-N-(2-(2-((1-methyl-1H-pyrazol-4-yl)amino)pyrimidin-4-yl)-6,7,8,9-tetrahydro-5H-benzo[7]annulen-5-yl)azetidine-1-carboxamide